COC1=CC(=CN=N1)NC(=O)C1=NC2=CC=CC=C2N=C1 N-(6-methoxypyridazin-4-yl)quinoxaline-2-carboxamide